ClC1=CC=C(C=C1)CO (4-chlorophenyl)methanol